N'-((2S,3S)-1-(azetidin-1-ylcarbonyl)-2-((2,3'-difluorobiphenyl-3-yl)methyl)pyrrolidin-3-yl)-N,N-dimethylsulfuric diamide N1(CCC1)C(=O)N1[C@H]([C@H](CC1)NS(N(C)C)(=O)=O)CC=1C(=C(C=CC1)C1=CC(=CC=C1)F)F